N=1C(C=C2C=CC=CC12)=N Indolimine